C(C)(C)C1=C(OC(C[Al])OC2=C(C=CC=C2C(C)C)C(C)C)C(=CC=C1)C(C)C bis(2,6-diisopropylphenoxy)ethylaluminum